(1R,3S)-3-amino-4-((4-(4-(trifluoromethyl)piperidin-1-yl)phenyl)amino)cyclohexane-1-carboxamide N[C@H]1C[C@@H](CCC1NC1=CC=C(C=C1)N1CCC(CC1)C(F)(F)F)C(=O)N